COC1=CC=CC2=CN(N=C12)C 7-methoxy-2-methyl-2H-indazol